N,N-bis(trimethylsilyl)aminopropyltriethoxysilane C[Si](N([Si](C)(C)C)CCC[Si](OCC)(OCC)OCC)(C)C